N-[1-(β-phenylethyl)-4-butyl-4-piperidyl]propionanilide C1(=CC=CC=C1)CCN1CCC(CC1)(CCCC)N(C1=CC=CC=C1)C(CC)=O